2-[(2E)-2-(aminomethyl)-3-fluoroprop-2-en-1-yl]-4-[5-(3,4-difluorophenyl)thiophen-2-yl]methyl-2,4-dihydro-3H-1,2,4-triazol-3-one hydrochloride Cl.NC/C(/CN1N=CN(C1=O)CC=1SC(=CC1)C1=CC(=C(C=C1)F)F)=C\F